C(=C)OS(=O)(=O)CCC.C(C)N(C=1N=CC(=NC1)C(=O)N)C 5-(ethyl(methyl)amino)pyrazine-2-carboxamide vinyl-propanesulfonate